(S)-N-(3-(1-((2-ethyl-2H-pyrazolo[3,4-b]pyrazin-6-yl)amino)ethyl)phenyl)-4-((3-fluoroazetidin-1-yl)methyl)-3-methylbenzamide C(C)N1N=C2N=C(C=NC2=C1)N[C@@H](C)C=1C=C(C=CC1)NC(C1=CC(=C(C=C1)CN1CC(C1)F)C)=O